(S)-(3-hydroxyadamantan-1-yl)glycine OC12CC3(CC(CC(C1)C3)C2)NCC(=O)O